4,7-dimethoxy-1-naphthoic acid COC1=CC=C(C2=CC(=CC=C12)OC)C(=O)O